C(CCCCCCCCCCCCCCCCC)(=O)O.CC(=O)[C@H](O)[C@@H](O)[C@H](O)[C@H](O)CO.C(CCCCCCCCCCCCCCCCC)(=O)O.C(CCCCCCCCCCCCCCCCC)(=O)O.CC(=O)[C@H](O)[C@@H](O)[C@H](O)[C@H](O)CO Methyl-glucose sesquistearate